FC(C1=CC=C(CN2N=CC(=C2)C(=O)OC)C=C1)(F)F methyl 1-(4-(trifluoromethyl)benzyl)-1H-pyrazole-4-carboxylate